Ethyl (E)-3-(2-amino-5-(trifluoromethoxy)phenyl)acrylate NC1=C(C=C(C=C1)OC(F)(F)F)/C=C/C(=O)OCC